ClC=1C=C(C=2N(N1)C=CN2)[C@@H]2[C@H](C2)C2=NC=CC=C2 6-chloro-8-((1S,2S)-2-(2-pyridyl)cyclopropyl)imidazo[1,2-b]pyridazine